CN(C=1C=CC2=C([Si](C3=C(C=CC(=C3)N(C)C)C23OC(C2=CC=CC=C32)=O)(C)C)C1)C 3,7-Bis(dimethylamino)-5,5-dimethyl-3'H,5H-spiro[dibenzo[b,e]siline-10,1'-isobenzofuran]-3'-one